CC1=CC=CC2=CC=CC=C12 1-Methyl-naphthalin